C(C)(C)(C)C1=NN(C(=C1)N)C1=CC=C(C=C1)C(C)C 3-(tert-butyl)-1-(4-isopropylphenyl)-1H-pyrazole-5-amine